2-Methyl-4-(methylsulfanyl)aniline CC1=C(N)C=CC(=C1)SC